[Si](C)(C)(C(C)(C)C)OCCOC=1C=C(C=NC1)CO (5-(2-((tert-butyldimethylsilyl)oxy)ethoxy)pyridin-3-yl)methanol